FC1=CC(=C(C=C1)NC1=C(C(=O)O)C=CC(=C1)OCC(F)(F)F)C 2-((4-fluoro-2-methylphenyl)-amino)-4-(2,2,2-trifluoroethoxy)-benzoic acid